N-(1-(2-chlorophenyl)vinyl)acetamide manganese (2+) neodecanoate C(CCCCCC(C)(C)C)(=O)[O-].[Mn+2].ClC1=C(C=CC=C1)C(=C)NC(C)=O.C(CCCCCC(C)(C)C)(=O)[O-]